5-(4-difluoromethoxyphenyl)-1,3,4-thiadiazol-2-amine FC(OC1=CC=C(C=C1)C1=NN=C(S1)N)F